N(=NC(C(=O)NCCC)(C)C)C(C(=O)NCCC)(C)C 2,2'-azobis(N-propyl-2-methylpropionamide)